(R)-3-methyl-4-(5-methyl-7-(1H-pyrazol-5-yl)-4-(2-(trifluoromethyl)pyridin-3-yl)imidazo[1,5-b]pyridazin-2-yl)morpholine C[C@H]1N(CCOC1)C=1C=C(C=2N(N1)C(=NC2C)C2=CC=NN2)C=2C(=NC=CC2)C(F)(F)F